(E)-3-fluorobenzonitrile FC=1C=C(C#N)C=CC1